C(C)(=O)N1C(CCC1=O)C(=O)NC1=C(C=CC(=C1)OC1=CC(=CC=C1)C(F)(F)F)F 1-Acetyl-N-(2-fluoro-5-(3-(trifluoromethyl)phenoxy)phenyl)-5-oxopyrrolidine-2-carboxamide